4-fluoro-3-{2-[(6-methoxy-1,2,3,4-tetrahydroisoquinolin-7-yl)amino]quinazolin-7-yl}benzonitrile FC1=C(C=C(C#N)C=C1)C1=CC=C2C=NC(=NC2=C1)NC1=C(C=C2CCNCC2=C1)OC